NC1=C(C=C(N=N1)C1=C(C=CC=C1)O)N1CC2CCC(C1)N2C2=CC(=NC=C2)C#CCN2[C@H](COCC2)CC 2-[6-amino-5-[8-[2-[3-[(3S)-3-ethylmorpholin-4-yl]prop-1-ynyl]-4-pyridyl]-3,8-diazabicyclo[3.2.1]octan-3-yl]pyridazin-3-yl]phenol